(R)-9-fluoro-8-methoxy-2-(1-(1-((methylsulfonyl)methyl)-1H-pyrazol-4-yl)piperidin-3-yl)-[1,2,4]triazolo[1,5-c]quinazolin-5-amine FC1=CC=2C=3N(C(=NC2C=C1OC)N)N=C(N3)[C@H]3CN(CCC3)C=3C=NN(C3)CS(=O)(=O)C